(1S,2S)-2-(3-chlorophenyl)-N-(4-((6-cyclopropyl-8-(4-(2,2,2-trifluoroethyl)piperazin-1-yl)imidazo[1,2-a]pyridin-2-yl)methylamino)pyridin-2-yl)cyclopropanecarboxamide ClC=1C=C(C=CC1)[C@@H]1[C@H](C1)C(=O)NC1=NC=CC(=C1)NCC=1N=C2N(C=C(C=C2N2CCN(CC2)CC(F)(F)F)C2CC2)C1